CC=1CC(CCC1)=O 3-methylcyclohex-3-en-1-one